OCC=1N=NNC1 4-hydroxymethyltriazole